isobutyl 5-fluoro-3-(1-((1-((2-isopropyl-2'-(methoxymethyl)-[1,1'-biphenyl]-4-yl) methyl) piperidin-4-yl) methyl)-1H-1,2,3-triazol-4-yl)-1H-indole-2-carboxylate FC=1C=C2C(=C(NC2=CC1)C(=O)OCC(C)C)C=1N=NN(C1)CC1CCN(CC1)CC1=CC(=C(C=C1)C1=C(C=CC=C1)COC)C(C)C